CC1=NC(=CC=C1N1CCN(CC1)C(=O)OC(C)(C)C)C(CC)=O tert-butyl 4-(2-methyl-6-propionylpyridin-3-yl)piperazine-1-carboxylate